O1C(=CC=C1)C=C1C(OC(OC1=O)(C)C)=O 5-(2-Furanylmethylene)-2,2-dimethyl-1,3-dioxane-4,6-dione